[NH4+].C1(=CC=CC=2C(C3=CC=CC=C3C(C12)=O)=O)S(=O)(=O)[O-] anthraquinone-1-sulfonic acid ammonium salt